C(C)(C)(C)OC(=O)N([C@@H]1[C@@H](N(CC1)C(=O)OC(C)(C)C)C)CCF tert-Butyl (2S,3S)-3-((tert-butoxycarbonyl)(2-fluoroethyl)amino)-2-methylpyrrolidine-1-carboxylate